SCC(=O)OCC(COC(CS)=O)(COCC(COC(CS)=O)(COC(CS)=O)COC(CS)=O)COC(CS)=O dipentaerythritol hexakis(2-mercaptoacetate)